C(C)(C)(C)OC(=O)NC(CC#CC=1C=[N+]2N(C=3C(=NC=CN3)[N-]2)C1)C(=O)OCC 8-(4-((tert-butoxycarbonyl)amino)-5-ethoxy-5-oxopent-1-yn-1-yl)pyrazolo[1',2':1,2][1,2,3]triazolo[4,5-b]pyrazin-6-ium-5-ide